N-(4-acetylphenyl)-p-menthanecarboxamide C(C)(=O)C1=CC=C(C=C1)NC(=O)C1CC(CCC1C(C)C)C